N=1N=CN(C1)CCCCCN 5-(4H-1,2,4-triazol-4-yl)pentan-1-amine